COC(=O)C=1C=C2C=C(NC2=CC1)B(O)O 5-(methoxycarbonyl)indol-2-ylboronic acid